C1NN=CC2=CC=CC=C12 dihydro-2,3-naphthyridine